allyloxymethyl acrylate triphenylmethyl-acrylate C1(=CC=CC=C1)C(C1=CC=CC=C1)(C1=CC=CC=C1)OC(C=C)=O.C(C=C)(=O)OCOCC=C